C(C)(C)N1C2CN(CC1CC2)C2=CC=C(C=C2)C=2C=C(C=1N(C2)N=C(N1)C1=CC=C(C=C1)S(=O)(=O)C)C 6-(4-(8-isopropyl-3,8-diazabicyclo[3.2.1]oct-3-yl)phenyl)-8-methyl-2-(4-(methylsulfonyl)phenyl)-[1,2,4]triazolo[1,5-a]pyridine